6-oxo-2-oxa-7-azaspiro[3.5]nonane-7-carboxylic acid tert-butyl ester C(C)(C)(C)OC(=O)N1C(CC2(COC2)CC1)=O